1-(1-oxo-1,2-dihydroisoquinolin-5-yl)-5-(trifluoromethyl)-N-[2-(trifluoromethyl)-pyridin-4-yl]-1H-pyrazole-4-carboxamide O=C1NC=CC2=C(C=CC=C12)N1N=CC(=C1C(F)(F)F)C(=O)NC1=CC(=NC=C1)C(F)(F)F